COCCOC=1N=C(C2=C(N1)C(=CN2)CC=2C=NC(=CC2)CN2CCCC2)N 2-(2-methoxyethoxy)-7-((6-(pyrrolidin-1-yl-methyl)pyridin-3-yl)methyl)-5H-pyrrolo[3,2-d]pyrimidin-4-amine